7'-(4-(4-methylpiperazine-1-carbonyl)phenyl)-2'-oxo-1',4'-dihydro-2'H-spiro[pyrrolidine-3,3'-quinoline]-1-carbonitrile CN1CCN(CC1)C(=O)C1=CC=C(C=C1)C1=CC=C2CC3(C(NC2=C1)=O)CN(CC3)C#N